CS(=O)(=O)OC(C)C1=CC=C(C=C1)S(N(C)C)(=O)=O 1-[4-(dimethylsulfamoyl)phenyl]ethyl methanesulfonate